NC(C(C)(C)N1N=NC(=C1)C(=O)OC(C)(C)C)=O tert-butyl 1-(1-amino-2-methyl-1-oxopropan-2-yl)-1H-1,2,3-triazole-4-carboxylate